4-hydroxybutylamino-1,2,4-triazole OCCCCNC1=NNC=N1